C1(=CC=CC=C1)[IH+].C1(C=CC=C2C3=CC=CC=C3C=C12)=O fluorenone-phenyliodonium salt